2,2-dipropyl-6-amino-2H-benzo[e][1,3]Oxazin-4(3H)-one C(CC)C1(OC2=C(C(N1)=O)C=C(C=C2)N)CCC